FC1=C(C=CC(=C1)OC(C(C(F)(F)F)F)(F)F)NC(N)=O 3-[2-Fluoro-4-(1,1,2,3,3,3-hexafluoropropoxy)phenyl]urea